C(C)(C)(C)OC(=O)N1N=C(C(=C1C)B(O)O)C (1-(tert-butoxycarbonyl)-3,5-dimethyl-1H-pyrazol-4-yl)boronic acid